FC1=C(C=CC(=N1)C(=O)NC)N1CC(N(CC1)CC1=CC=2NC(N(C(C2S1)=O)C)=O)C 6-fluoro-N-methyl-5-(3-methyl-4-((3-methyl-2,4-dioxo-1,2,3,4-tetrahydrothieno[3,2-d]pyrimidin-6-yl)methyl)piperazin-1-yl)picolinamide